1-(3-(4-chloro-2-methyl-2H-indazol-5-yl)-5-hydroxymethyl-1H-pyrazolo[3,4-b]pyrazin-6-yl)-4-methyl-N-(1,5-naphthyridin-3-yl)piperidine-4-carboximidamide ClC=1C2=CN(N=C2C=CC1C1=NNC2=NC(=C(N=C21)CO)N2CCC(CC2)(C(NC=2C=NC1=CC=CN=C1C2)=N)C)C